S[C] sulfanyl-carbon